tert-butyl (2-(4-(hydroxymethyl)oxazol-5-yl)ethyl)carbamate OCC=1N=COC1CCNC(OC(C)(C)C)=O